6-(1-((5-(5-(difluoromethyl)-1,3,4-oxadiazol-2-yl)pyrimidin-2-yl)methyl)-1H-tetrazol-5-yl)isoindolin-1-one FC(C1=NN=C(O1)C=1C=NC(=NC1)CN1N=NN=C1C1=CC=C2CNC(C2=C1)=O)F